tert-butyl 4-[5-bromo-6-[(1S)-1-methoxyethyl]pyridin-3-yl]piperazine-1-carboxylate BrC=1C=C(C=NC1[C@H](C)OC)N1CCN(CC1)C(=O)OC(C)(C)C